BrCCOCCOCCOCCNC(=O)C=1SC(=CC1)C#N N-(2-(2-(2-(2-bromoethoxy)ethoxy)ethoxy)ethyl)-5-cyanothiophene-2-carboxamide